CN([C@H]1CN(CC1)C1=CC(=C(C=C1[N+](=O)[O-])NC1=NC=C(C(=N1)N1CC(C2=NC(=CC=C21)C)(C)C)C(=O)OC(C)C)OC)C isopropyl (R)-2-((4-(3-(dimethylamino) pyrrolidin-1-yl)-2-methoxy-5-nitrophenyl)amino)-4-(3,3,5-trimethyl-2,3-dihydro-1H-pyrrolo[3,2-b]pyridin-1-yl)pyrimidine-5-carboxylate